N1(N=NC2=C1C=CC=C2)O[P+](N2CCCC2)(N2CCCC2)N2CCCC2 benzotriazol-1-yloxytripyrrolidinophosphonium